BrC=1C=CC(=NC1)N1CCNCC(C1)O 1-(5-bromo-2-pyridyl)-1,4-diazepan-6-ol